BrC=1C(=NC(=NC1C)C(F)(F)F)CC 5-bromo-4-ethyl-6-methyl-2-(trifluoromethyl)pyrimidine